N1=C(C=CC=C1)C(N1C=C(C=2C1=NC=C(C2)C=2C(=NOC2C)C)C2=CC=C(C(=O)O)C=C2)C2=NC=CC=C2 4-(1-(di(pyridin-2-yl)methyl)-5-(3,5-dimethylisoxazol-4-yl)-1H-pyrrolo[2,3-b]pyridin-3-yl)benzoic acid